O=CC(CC1=CC(NC2=CC=CC=C12)=O)NC(C)=O N-[2-OXO-1-(2-OXO-1,2-DIHYDRO-QUINOLIN-4-YLMETHYL)-ETHYL]ACETAMIDE